Capryloyl-Glycerin tert-butyl-3-(4-bromo-1H-pyrazol-1-yl)azetidine-1-carboxylate C(C)(C)(C)C1N(CC1N1N=CC(=C1)Br)C(=O)O.C(CCCCCCC)(=O)C(O)C(O)CO